CN1C(CC=2C=NC=CC21)C(=O)N methyl-2,3-dihydro-1H-pyrrolo[3,2-c]pyridine-2-carboxamide